BrC=1C2=C(C=3C=NC(=NC3C1Cl)OC[C@@]13CCCN3CC(C1)=C(F)F)COC2 (R)-6-bromo-5-chloro-3-((2-(difluoromethylidene)tetrahydro-1H-pyrrolizin-7a(5H)-yl)methoxy)-7,9-dihydrofuro[3,4-f]quinazoline